5-fluoro-N-isopropyl-N-methyl-2-(3-(1-(2-(4-(methylsulfonamido)piperidin-1-yl)ethyl)piperidin-4-yl)-1H-pyrrolo[2,3-c]pyridin-1-yl)benzamide FC=1C=CC(=C(C(=O)N(C)C(C)C)C1)N1C=C(C=2C1=CN=CC2)C2CCN(CC2)CCN2CCC(CC2)NS(=O)(=O)C